[4-(6H-benzo[c][1]benzothiepin-11-ylidene)-1-piperidyl]-(1H-pyrrolo[3,2-c]pyridin-7-yl)methanone C1=CC=CC2=C1C(C1=C(CS2)C=CC=C1)=C1CCN(CC1)C(=O)C=1C2=C(C=NC1)C=CN2